2-[rac-(6R)-6-fluoro-6,7-dihydro-5H-pyrrolo[1,2-c]imidazol-1-yl]-N-thiazol-2-yl-acetamide F[C@@H]1CC=2N(C=NC2CC(=O)NC=2SC=CN2)C1 |r|